N1-(2-(4-(2-(didodecylamino)ethyl)piperazin-1-yl)ethyl)-N1,N2,N2-trinonylethane-1,2-diamine C(CCCCCCCCCCC)N(CCN1CCN(CC1)CCN(CCN(CCCCCCCCC)CCCCCCCCC)CCCCCCCCC)CCCCCCCCCCCC